ClC=1C=C2C(=C(C(OC2=CC1C)=O)C=O)O 6-CHLORO-4-HYDROXY-7-METHYL-2-OXO-2H-CHROMENE-3-CARBALDEHYDE